cis-4-aminocyclohexane-1-carboxamide N[C@H]1CC[C@H](CC1)C(=O)N